C(C)[C@@H]1N(C2=CC=C(C=C2CC1)CC)S(=O)(=O)C=1C=CC(=C(C(=O)OC)C1)OCC1CCOCC1 Methyl (S)-5-((2,6-diethyl-3,4-dihydroquinolin-1(2H)-yl)sulfonyl)-2-((tetrahydro-2H-pyran-4-yl)methoxy)benzoate